[5-[[5-[5-(2-butyloctanoyloxy)pentanoyloxymethyl]-2,2-dimethyl-1,3-dioxan-5-yl]methoxy]-5-oxo-pentyl] 2-butyloctanoate C(CCC)C(C(=O)OCCCCC(=O)OCC1(COC(OC1)(C)C)COC(CCCCOC(C(CCCCCC)CCCC)=O)=O)CCCCCC